2-chloro-N-(4-(1,1,1,3,3,3-hexafluoro-2-hydroxypropan-2-yl)-2-methylphenyl)benzamide ClC1=C(C(=O)NC2=C(C=C(C=C2)C(C(F)(F)F)(C(F)(F)F)O)C)C=CC=C1